5-(4-bromo-1-methyl-1H-pyrazol-3-yl)-2-methylpyridine BrC=1C(=NN(C1)C)C=1C=CC(=NC1)C